C12(CC3CC(CC(C1)C3)C2)CN(C(C2=CC=C(C=C2)N2CCN(CC2)C(=O)C=2SC=C(C2)C2=CC(=CC=C2)O)=O)C N-(1-Adamantylmethyl)-4-[4-[4-(3-hydroxyphenyl)thiophene-2-carbonyl]piperazin-1-yl]-N-methylbenzamide